isononanyl acrylate C(C=C)(=O)OCCCCCCC(C)C